[I-].C1(CCCCC1)(CC[N+](CC)(C)C)CC[N+](C)(C)CC.[I-] 2,2'-(cyclohexane-diyl)bis(N-ethyl-N,N-dimethylethane-1-aminium) iodide